2-(benzyloxy)-5-(2-((2-methoxy-4-(4-(4-methylpiperazin-1-yl)piperidin-1-yl)phenyl)amino)-4-(methylamino)pyrimidin-5-yl)benzaldehyde C(C1=CC=CC=C1)OC1=C(C=O)C=C(C=C1)C=1C(=NC(=NC1)NC1=C(C=C(C=C1)N1CCC(CC1)N1CCN(CC1)C)OC)NC